2-(but-3-yn-2-yl)isoindoline-1,3-dione CC(C#C)N1C(C2=CC=CC=C2C1=O)=O